4-(6-phenylimidazo[1,5-a]pyrazin-3-yl)-N-(pyrazin-2-ylmethyl)benzamide C1(=CC=CC=C1)C=1N=CC=2N(C1)C(=NC2)C2=CC=C(C(=O)NCC1=NC=CN=C1)C=C2